5-chloro-3-iodo-1-p-toluenesulfonyl-1H-indole ClC=1C=C2C(=CN(C2=CC1)S(=O)(=O)C1=CC=C(C)C=C1)I